1-caffeoylquinic acid C1[C@H](C([C@@H](CC1(C(=O)O)OC(=O)/C=C/C2=CC(=C(C=C2)O)O)O)O)O